C(C=1C(N)=CC=CC1)(=O)OC L-1-methyl anthranilate